O(S(=O)(=O)C(F)(F)F)C1=NC(=NC=2C[C@@]3(CCC12)C=C(C1=C(C=CC=C13)Cl)C)SC (S)-4-chloro-3-methyl-2'-(methylsulfanyl)-5',8'-dihydro-6'H-spiro[inden-1,7'-quinazoline]-4'-yl triflate